1-(9Z-octadecenoyl)-2-tetradecanoyl-glycero-3-phospho-(1'-sn-glycerol) CCCCCCCCCCCCCC(=O)O[C@H](COC(=O)CCCCCCC/C=C\CCCCCCCC)COP(=O)(O)OC[C@H](CO)O